fluoro-N-(6-(4-isopropyl-4H-1,2,4-triazol-3-yl)pyridin-2-yl)-4,4-dimethyl-2-oxo-1,2,3,4-tetrahydroquinoline-7-carboxamide FN1C(CC(C2=CC=C(C=C12)C(=O)NC1=NC(=CC=C1)C1=NN=CN1C(C)C)(C)C)=O